C(#N)C=1C=NC=CC1C1=CC=C(C=C1)[C@H](C)NC(=O)[C@H]1N(C[C@@H](C1)O)C([C@H](C(C)(C)C)NC(OC(C)(C)C)=O)=O tert-butyl ((S)-1-((2S,4R)-2-(((S)-1-(4-(3-cyanopyridin-4-yl)phenyl)ethyl) carbamoyl)-4-hydroxypyrrolidin-1-yl)-3,3-dimethyl-1-oxobutan-2-yl)carbamate